C1(CC1)C1=C(C=C(C=C1)NC(=O)N1C2CC(CC1C2)C)C2=NN(C=C2)C trans-N-(4-cyclopropyl-3-(1-methyl-1H-pyrazol-3-yl)phenyl)-3-methyl-6-azabicyclo[3.1.1]heptane-6-carboxamide